CC=1C=C(C=CC1CN1CC=2N(CC1)N=CN2)NC2=NC=NC1=CC=C(C=C21)N2CCNCC2 N-(3-methyl-4-{5H,6H,8H-[1,2,4]triazolo[1,5-a]pyrazin-7-ylmethyl}phenyl)-6-(piperazin-1-yl)quinazolin-4-amine